C1(CCCCC1)C(C(=O)NCCCCC)N1C(=NC2=C1C=CC=C2)C2=C(C=C(C=C2)OC)OC 2-cyclohexyl-2-[2-(2,4-dimethoxy-phenyl)-benzimidazol-1-yl]-N-pentyl-acetamide